acryloylhydroxypropyl-triethoxysilane C(C=C)(=O)C(C)O[Si](OCC)(OCC)CCCO